FC1=CC=C(C=C1)[C@H](C)NC1=NC(=CC(=N1)NC1=NC=CN=C1)C1=CC=NC=C1 (S)-N2-[1-(4-fluorophenyl)ethyl]-N4-(pyrazin-2-yl)-6-(pyridin-4-yl)pyrimidine-2,4-diamine